C(C=C)N1C(C=2N=C(N=CC2C1=O)NC1=NC=C(C(=O)O)C(=C1)N[C@H](CO)C1=CC=CC=C1)(C)C (S)-6-((6-allyl-7,7-dimethyl-5-oxo-6,7-dihydro-5H-pyrrolo[3,4-d]pyrimidin-2-yl)amino)-4-((2-hydroxy-1-phenylethyl)amino)nicotinic acid